C(C=C)(=O)N1[C@H](CN(CC1)C=1C2=C(N=C(N1)OC[C@@H]1N(CCC1)C)CN(CC2)C2=C(C(=CC=C2)F)C(F)(F)F)CC#N ((S)-1-acryloyl-4-(7-(3-fluoro-2-(trifluoromethyl)phenyl)-2-(((R)-1-methylpyrrolidin-2-yl)methoxy)-5,6,7,8-tetrahydropyrido[3,4-d]pyrimidin-4-yl)piperazin-2-yl)acetonitrile